hydroxypivalyl-hydroxypivalate (hydroxypivalyl hydroxypivalate) OC(C(C(=O)O)(C)C)(O)C(C(C)(C)C)=O.OC(C(C(=O)O)(C)C)(O)C(C(C)(C)C)=O